[I-].C(#N)C[P+](C)(C)C (Cyanomethyl)(trimethyl)phosphonium iodide